OC1(CC1)C=1NC(=NN1)C1CC2(CN(C2)C(=O)N2CC3(C2)CC(C3)CC=3C=NC(=C(C#N)C3)C(F)(F)F)C1 5-[[2-[6-[5-(1-hydroxycyclopropyl)-4H-1,2,4-triazol-3-yl]-2-azaspiro[3.3]heptane-2-carbonyl]-2-azaspiro[3.3]heptan-6-yl]methyl]-2-(trifluoromethyl)nicotinonitrile